Cl.COC=1C=C2C(=NC1)CC1(CCNCC1)[C@@H]2N (5S)-3-methoxy-spiro[5,7-dihydro-cyclopenta[B]pyridin-6,4'-piperidin]-5-amine hydrochloride